P(=O)(OCCCCCCNC(CCCCCCCCCCCCCCC)=O)([O-])[O-] 6-palmitamidohexyl phosphate